3,4-dimethyl-benzaldehyde CC=1C=C(C=O)C=CC1C